ClC(C(=O)C1=CC=C(C=C1)CC(=O)O)C 4-(2-Chloropropionyl)phenylacetic acid